6-bromo-N-(4-((5-methoxy-2-(piperazin-1-yl)pyrimidin-4-yl)amino)-2-methylphenyl)pyridineamide BrC1=CC=CC(=N1)C(=O)NC1=C(C=C(C=C1)NC1=NC(=NC=C1OC)N1CCNCC1)C